prop-2-ynylcyclobutane C(C#C)C1CCC1